dimethyl-methoxysilyl-propionitrile C[Si](OC)(C)C(C#N)C